FC=1C=C(C=CC1OC(F)(F)F)N1N=C2N(C1=O)[C@@H](CC2)C2=CC=CC=C2 (5S)-2-[3-fluoro-4-(trifluoromethoxy)phenyl]-5-phenyl-2,5,6,7-tetrahydro-3H-pyrrolo[2,1-c][1,2,4]triazol-3-one